tert-butyl (4-(6-(6-(2-(ethyl(isopropyl)carbamoyl)-4-fluorophenoxy)-1,2,4-triazin-5-yl)-2,6-diazaspiro[3.4]octan-2-yl)-2-methoxy-5-methylhexyl)(methyl)carbamate C(C)N(C(=O)C1=C(OC2=C(N=CN=N2)N2CC3(CN(C3)C(CC(CN(C(OC(C)(C)C)=O)C)OC)C(C)C)CC2)C=CC(=C1)F)C(C)C